CS(=O)(=O)C=1C=CC(=C(OCC#N)C1)NCC#CC=1N(C2=CC=CC(=C2C1)NC1CCC(CC1)N1CC2(C1)CCOCC2)CC(F)(F)F 2-(5-methanesulfonyl-2-{[3-(4-{[(1S,4S)-4-{7-oxa-2-azaspiro[3.5]nonan-2-yl}cyclohexyl]amino}-1-(2,2,2-trifluoroethyl)-1H-indol-2-yl)prop-2-yn-1-yl]amino}phenoxy)acetonitrile